OC1=C(C(N(C(=C1)C)C)=O)NC(N[C@@H](CC(=O)OCC)C1=CC(=CC=C1)OC1=CC=C(C=C1)C)=O ethyl (S)-3-(3-(4-hydroxy-1,6-dimethyl-2-oxo-1,2-dihydropyridin-3-yl)ureido)-3-(3-(p-tolyloxy) phenyl)propanoate